FC1=C(C(=CC=C1)SC1=CC=C(C=C1)OC)C1OCCO1 2-(2-fluoro-6-((4-methoxyphenyl)thio)phenyl)-1,3-dioxolane